OC1=CC=C(C=C1)C1=CC=C(C(=O)NCC2=CC(=CC=C2)NS(=O)(=O)C2=C(C=C(C=C2C)C)C)C=C1 4-(4-hydroxyphenyl)-N-[[3-[(2,4,6-trimethylphenyl)sulfonylamino]phenyl]methyl]benzamide